C(CCCCCCCCC)(=O)OCCCCCC(CCCCCOC(CN(C)C(CC(CCCCCCCC)CCCCCC)=O)=O)N(C)CCCCO 11-((N-(3-Hexylundecanoyl)-N-methylglycyl)oxy)-6-((4-hydroxybutyl)(methyl)-amino)-undecyl decanoate